(E)-3-(2-bromo-5-nitro-4-pyridyl)-2-hydroxy-prop-2-enoic acid ethyl ester C(C)OC(/C(=C\C1=CC(=NC=C1[N+](=O)[O-])Br)/O)=O